2-(((4-((1S,5R)-8-(tert-butoxycarbonyl)-1-methyl-3,8-diazabicyclo[3.2.1]octan-3-yl)-6,8-difluoroquinazolin-2-yl)oxy)methyl)-2-(hydroxymethyl)cyclopropane C(C)(C)(C)OC(=O)N1[C@@]2(CN(C[C@H]1CC2)C2=NC(=NC1=C(C=C(C=C21)F)F)OCC2(CC2)CO)C